tert-butyl 2-[[(1R)-1-[3,6-dimethyl-2-[4-[[(2S)-1-methyl pyrrolidin-2-yl]methoxy]phenyl]-4-oxo-chromen-8-yl]ethyl]amino]benzoate CC1=C(OC2=C(C=C(C=C2C1=O)C)[C@@H](C)NC1=C(C(=O)OC(C)(C)C)C=CC=C1)C1=CC=C(C=C1)OC[C@H]1N(CCC1)C